OC(CN(CCC1(N(CC1)CCN1CCNCC1)O)CC(CCCCCCCCCC)O)CCCCCCCCCC (2-(bis(2-hydroxydodecyl)amino)ethyl)piperazin-1-ylethylazetidin-2-ol